N-((1-(3,4-difluorobenzyl)cyclobutyl)methyl)-6-oxo-1,6-dihydropyrazine-2-carboxamide FC=1C=C(CC2(CCC2)CNC(=O)C=2NC(C=NC2)=O)C=CC1F